ClC=1C=C2CN3C(=NC2=CC1)SC=C3CSC=3NC1=CC=C(C=C1CN3)Cl 7-chloro-3-(((6-chloro-1,4-dihydroquinazolin-2-yl)thio)methyl)-5H-thiazolo[2,3-b]quinazoline